C(C)(C)(C)[Si](OCCS(=O)(=O)C1=C(C=C(C=C1)B1OC(C(O1)(C)C)(C)C)C)(C)C tert-butyl-dimethyl-[2-[2-methyl-4-(4,4,5,5-tetramethyl-1,3,2-dioxaborolan-2-yl)phenyl]sulfonylethoxy]silane